C(C)(=O)OCCCCCC\C=C/C=C\CC Z,Z-7,9-dodecadi-enyl acetate